C1(=CC=CC=C1)OC(=O)N1CCN(CC1)C1(CCN(CC1)C(C)=O)C1=CC=C(C=C1)Br 4-[1-acetyl-4-(4-bromophenyl)piperidin-4-yl]Piperazine-1-carboxylic acid phenyl ester